methyl 7-(hydroxymethyl)-1-propoxy-1,4a,5,7a-tetrahydrocyclopenta[c]pyran-4-carboxylate OCC1=CCC2C1C(OC=C2C(=O)OC)OCCC